dibutyl-2,2'-azobis(2-methylpropionate) C(CCC)OC(C(C)(C)N=NC(C(=O)OCCCC)(C)C)=O